Cl.C(#C)C1=CC=C(C=N1)NC1CCNCC1 6-ethynyl-N-(piperidin-4-yl)pyridin-3-amine Hydrochloride